CC1=CC=C(C=C1)C1=C(C=C(C=C1)CNC)NS(=O)(=O)C1=CC=CC=C1 N-(4'-methyl-4-((methylamino)methyl)-[1,1'-biphenyl]-2-yl)benzenesulfonamide